ClC=1C(=C(C(=C(C1)C(C(=O)O)C)OCC)C=1C=NC(=CC1)C)C 2-(5-chloro-2-ethoxy-4-methyl-3-(6-methylpyridin-3-yl)phenyl)propanoic acid